C(#N)N[C@H]1CN(CC1)C(=O)NC=1SC(=CN1)C1CCCCC1 (3R)-3-(cyanoamino)-N-(5-cyclohexyl-1,3-thiazol-2-yl)pyrrolidine-1-carboxamide